FC=1C(=C(C=C2NC(C=3N(C12)C(=NN3)C)(C)C)OC)C=3C=CC=C1C(=CNC31)C 9-Fluoro-7-methoxy-1,4,4-trimethyl-8-(3-methyl-1H-indol-7-yl)-5H-[1,2,4]triazolo[4,3-a]quinoxaline